Cl.N[C@H]1CN(C[C@H](C1)C(F)(F)F)C1=C2C=CC=NC2=C(C=C1)C#N 5-((3R,5S)-3-amino-5-(trifluoromethyl)piperidin-1-yl)quinoline-8-carbonitrile HCl